methyl 2-(3,4-difluorophenoxy)-2-methyl-propanoate FC=1C=C(OC(C(=O)OC)(C)C)C=CC1F